C1(CC1)C=1C=NNC1NC(=S)NC(OCC)=O ethyl [(4-cyclopropyl-1H-pyrazol-5-yl)carbamothioyl]carbamate